3-(6-(1-((6-acetylpyridin-2-yl)methyl)-1H-pyrazol-4-yl)-2-aminopyrimidin-4-yl)-2-methoxybenzonitrile C(C)(=O)C1=CC=CC(=N1)CN1N=CC(=C1)C1=CC(=NC(=N1)N)C=1C(=C(C#N)C=CC1)OC